FC(S(=O)(=O)OC1=CCN(C2(COC2)C1)C(=O)OCC1=CC=CC=C1)(F)F Benzyl 8-(trifluoromethylsulfonyloxy)-2-oxa-5-azaspiro[3.5]non-7-ene-5-carboxylate